Ethylene Oxide Carbonate C(O)(O)=O.C1CO1